NC=1SC(=C(N1)C=1C(=C(C=CC1)CC(=O)N)F)C1=NC(=NC=C1)Cl (3-(2-amino-5-(2-chloropyrimidin-4-yl)thiazol-4-yl)-2-fluorophenyl)acetamide